C(C)(=O)NC=1C=CC2=C(N=C(C3=CC=NC=C23)NCCNC(OC(C)(C)C)=O)C1 tert-butyl (2-((8-acetamidobenzo[c][2,6]naphthyridin-5-yl)amino)ethyl)carbamate